CC(C)(C)OC(=O)N1CC2=NC(=C(C=C2CC1)I)O 2-methylpropan-2-yl-2-hydroxy-3-iodo-5,6,7,8-tetrahydropyrido[3,4-b]pyridine-7-carboxylate